N-(4-Fluoro-3-methylphenyl)-2-methyl-7-(5-methyl-1,3,4-oxadiazol-2-carbonyl)-5,5a,6,7,8,9,9a,10-octahydro-2H-pyrido[3,4-f]pyrrolo[3,4-b][1,4,5]oxathiazocin-1-carboxamid-4,4-dioxid FC1=C(C=C(C=C1)NC(=O)C=1N(C=C2C1OCC1C(NS2(=O)=O)CN(CC1)C(=O)C=1OC(=NN1)C)C)C